C[Si](C)(C)[SiH]([Si](C)(C)C)[Si](C)(C)C TRIS(TRIMETHYLSILYL)SILANE